FC(OC1=CC=C(C=C1)C1=CN=C2N1C=CN=C2NC2=CC(=C(C(=O)N1CCC(CC1)NC(OCC)=O)C=C2)C)F ethyl (1-(4-((3-(4-(difluoromethoxy) phenyl)imidazo[1,2-a]pyrazin-8-yl)amino)-2-methyl-benzoyl)piperidin-4-yl)carbamate